C1(CCCCC1)NC1=CC(=C2C(NC(=NC2=C1)CSC1CCNCC1)=O)F 7-(cyclohexylamino)-5-fluoro-2-((piperidin-4-ylsulfanyl)methyl)quinazolin-4(3H)-one